S(=O)(=O)([O-])[O-].[Ti+4].S(=O)(=O)([O-])[O-] titanic sulfate